tetramethyl-2-(3-(oxetan-3-yl)phenyl)-1,3,2-dioxaborolane CC1(C(OB(O1)C1=CC(=CC=C1)C1COC1)(C)C)C